2-(5-chloro-2-methyl-6-norbornan-1-yl-3-pyridyl)-4-oxo-1H-1,6-naphthyridine-5-carboxamide ClC=1C=C(C(=NC1C12CCC(CC1)C2)C)C=2NC=1C=CN=C(C1C(C2)=O)C(=O)N